OC1=CC=C(C=C1)C1=CC2=C(N=CN=C2N[C@H](C)C2=CC=CC=C2)N1 (R)-6-(4-hydroxyphenyl)-4-[(1-phenylethyl)amino]-7H-pyrrolo[2,3-d]pyrimidine